FP1=NP(=NP(=N1)(F)F)(F)F pentafluorocyclotriphosphazene